CC(CCOCC=O)CCC=C(C)C 2-((3,7-dimethyloct-6-en-1-yl)oxy)acetaldehyde